5-[7-(4-fluoro-2-methoxy-phenyl)-4-(1,2,3,4-tetrahydroisoquinolin-6-yl)thieno[3,2-c]pyridin-6-yl]-1-(1-prop-2-enylazetidin-3-yl)pyridin-2-one FC1=CC(=C(C=C1)C=1C2=C(C(=NC1C=1C=CC(N(C1)C1CN(C1)CC=C)=O)C=1C=C3CCNCC3=CC1)C=CS2)OC